C(C)(C)(C)OC(=O)N1CC(CC1)N1N=CC(=C1)C=CC(C)=O 3-(4-(3-oxobut-1-enyl)-1H-pyrazol-1-yl)pyrrolidine-1-carboxylic acid tert-butyl ester